CC(CO)(C)N1C=NC2=C1C(=CC(=C2)OCCOS(=O)(=O)C2=CC=C(C)C=C2)C(F)(F)F 2-methyl-2-{5-[2-(tosyloxy)ethoxy]-7-(trifluoromethyl)-1H-1,3-benzimidazol-1-yl}-1-propanol